6-isopropoxy-2-(4-piperidinyl)-N-pyrazolo[1,5-a]pyrimidin-3-yl-indazole-5-carboxamide HCl salt Cl.C(C)(C)OC=1C(=CC2=CN(N=C2C1)C1CCNCC1)C(=O)NC=1C=NN2C1N=CC=C2